FC=1C=C(CNC2=CC=C(C(=N2)N2CCCC2)NC(CC2=CC(=CC(=C2)F)F)=O)C=CC1F N-[6-(3,4-Difluoro-benzylamino)-2-pyrrolidin-1-yl-pyridin-3-yl]-2-(3,5-difluoro-phenyl)-acetamide